FC1(CC(C1)NC(C1=CN=C(C(=C1)C(C)C)NC1=NC(=NS1)C1=NC=C(C=C1)OC(C)C)=O)F N-(3,3-difluoro-cyclobutyl)-6-(3-(5-isoprop-oxypyridin-2-yl)-1,2,4-thiadiazol-5-ylamino)-5-isopropyl-nicotinamide